di(tert-butyl)(4-methoxyphenyl)phosphine C(C)(C)(C)P(C1=CC=C(C=C1)OC)C(C)(C)C